3-((1-methyl-1H-pyrazole-4-yl)methyl)thieno[2,3-d]pyrimidin-2,4(1H,3H)-dione CN1N=CC(=C1)CN1C(NC2=C(C1=O)C=CS2)=O